CCCCCCCCCCCCCCCCCCC(=O)O[C@H](CO/C=C\CCCCCCCCCCCCCC)COP(=O)(O)OC[C@@H](C(=O)O)N 1-(1Z-hexadecenyl)-2-nonadecanoyl-glycero-3-phosphoserine